diethyl 2-(3,5-di-tert-butyl-4-hydroxy-benzylidene)-malonate C(C)(C)(C)C=1C=C(C=C(C(=O)OCC)C(=O)OCC)C=C(C1O)C(C)(C)C